C1(CC1)C=1C=C(C=CC1NC1=NC=C(C(=N1)C=1SC=C(C1)S(=O)(=O)C)C(F)(F)F)N1C[C@H](NCC1)CO (S)-(4-(3-cyclopropyl-4-((4-(4-(methylsulfonyl)thiophen-2-yl)-5-(trifluoromethyl)pyrimidin-2-yl)amino)phenyl)piperazin-2-yl)methanol